5-(3-chloroimidazo[1,2-a]pyrimidin-6-yl)-N-isopropylpyrrolo[2,1-f][1,2,4]triazin-2-amine ClC1=CN=C2N1C=C(C=N2)C=2C=CN1N=C(N=CC12)NC(C)C